2-(3,3-diethylazetidin-1-yl)-N-(3,5-difluoro-4-(piperidin-1-yl)phenyl)-5-(2,2,2-trifluoroethyl)oxazole-4-carboxamide C(C)C1(CN(C1)C=1OC(=C(N1)C(=O)NC1=CC(=C(C(=C1)F)N1CCCCC1)F)CC(F)(F)F)CC